N1=CC(=CC=C1)C(C)=O 1-(3-pyridinyl)-1-ethanone